(2S,5R)-2-(N-(isopropylsulfonyl) carbamimidoyl)-7-oxo-1,6-diazabicyclo[3.2.1]octan-6-yl hydrogen sulfate S(=O)(=O)(ON1[C@@H]2CC[C@H](N(C1=O)C2)C(NS(=O)(=O)C(C)C)=N)O